n,n'-diisopropylethylamine CCN(C(C)C)C(C)C